1-(5-(6-((1S,6R,7R)-7-(aminomethyl)-7-(2-fluorophenyl)-3-azabicyclo[4.1.0]heptan-3-yl)-1H-pyrazolo[3,4-b]pyrazin-3-yl)quinolin-8-yl)-N,N-dimethylmethanamine NC[C@@]1([C@@H]2CCN(C[C@H]12)C1=CN=C2C(=N1)NN=C2C2=C1C=CC=NC1=C(C=C2)CN(C)C)C2=C(C=CC=C2)F